N1N=C(C=C1)CC=1SC2=C(N(C=3C(N(N=CC32)CC=3N=C(NC3)C(=O)N)=O)C)N1 4-((2-((1H-pyrazol-3-yl)methyl)-4-methyl-5-oxo-4H-thiazolo[5',4':4,5]pyrrolo[2,3-d]pyridazin-6(5H)-yl)methyl)-1H-imidazole-2-carboxamide